CC1(CC1)C(=O)NCC=1NC2=CC(=CC=C2C1)[N+](=O)[O-] 1-methyl-N-((6-nitro-1H-indol-2-yl)methyl)cyclopropane-1-carboxamide